1-(2-(4-fluorophenyl)propyl)-4-iodo-1H-pyrazole FC1=CC=C(C=C1)C(CN1N=CC(=C1)I)C